C(CCCCC)C=1C(=C(C(S(=O)(=O)O)(CCCCCC)CCCCCC)C=CC1)CCCCCC.C(CCCCC)P(CCCCCCCCCCCCCC)(CCCCCC)CCCCCC trihexyl-(tetradecyl)phosphine (tetrahexyl)toluenesulfonate